BrC1=CC(=CC=2C3=CC(=CC=C3NC12)C1=CC=CC=C1)C1=CC=CC=C1 1-bromo-3,6-diphenylcarbazole